BrC=1C=CC2=C(N=C(S2)C2=C(SC=3CN([C@@H](CC32)C)C(=O)OC(C)(C)C)NC(CCN[C@@H](C)CC)=O)C1 tert-Butyl (R)-3-(5-bromobenzo[d]thiazol-2-yl)-2-(3-(((S)-sec-butyl)amino)propanamido)-5-methyl-4,7-dihydrothieno[2,3-c]pyridine-6(5H)-carboxylate